BrC1=CC=C(C=C1)SCC1=CC=CC=C1 benzyl (4-bromophenyl) sulfide